C1(CC1)N1C[C@@H]([C@@H](CC1)O)NC(CN1C(C2=CC=C(C=C2C(=N1)C(C)C)C(F)(F)F)=O)=O N-((3S,4R)-1-cyclopropyl-4-hydroxypiperidin-3-yl)-2-(4-isopropyl-1-oxo-6-(trifluoromethyl)phthalazin-2(1H)-yl)acetamide